N-(4-(4-amino-5-((S)-4-((S)-2-(methoxymethyl)pyrrolidine-1-carbonyl)cyclohex-1-en-1-yl)-7-methyl-7H-pyrrolo[2,3-d]pyrimidin-6-yl)phenyl)methacrylamide NC=1C2=C(N=CN1)N(C(=C2C2=CC[C@H](CC2)C(=O)N2[C@@H](CCC2)COC)C2=CC=C(C=C2)NC(C(=C)C)=O)C